(S)-1-methyl-3-(5-(3-methyl-2-oxopyrrolidin-3-yl)-1,3,4-oxadiazol-2-yl)-4-((4-(trifluoromethyl)phenyl)amino)pyridin-2(1H)-one CN1C(C(=C(C=C1)NC1=CC=C(C=C1)C(F)(F)F)C=1OC(=NN1)[C@]1(C(NCC1)=O)C)=O